ClCC1=C(C=C)C=CC(=C1)CCl 2,4-bis(chloromethyl)styrene